Methyl (2-oxo-2-((S)-1-((quinoline-4-carbonyl)glycyl)pyrrolidine-2-yl)acetyl)glycyl-L-leucinate O=C(C(=O)NCC(=O)N[C@@H](CC(C)C)C(=O)OC)[C@H]1N(CCC1)C(CNC(=O)C1=CC=NC2=CC=CC=C12)=O